3-(5-(3-cyanoimidazo[1,2-b]pyridazin-6-yl)-1-(2,2-difluoroethyl)-1H-imidazol-4-yl)benzamide C(#N)C1=CN=C2N1N=C(C=C2)C2=C(N=CN2CC(F)F)C=2C=C(C(=O)N)C=CC2